(S)-6-((2-oxa-6-azaspiro[3.3]heptan-6-yl)methyl)-N-(3-(1-((2-ethyl-2H-pyrazolo[3,4-b]pyrazin-6-yl)amino)ethyl)phenyl)-5-methylnicotinamide C1OCC12CN(C2)CC2=NC=C(C(=O)NC1=CC(=CC=C1)[C@H](C)NC=1C=NC=3C(N1)=NN(C3)CC)C=C2C